(2R,3R,4S,5S)-2-(6-(benzylamino)-9H-purin-9-yl)-3,4-dihydroxytetrahydrofuran-5-carbonylcarbamate C(C1=CC=CC=C1)NC1=C2N=CN(C2=NC=N1)[C@@H]1O[C@@H]([C@H]([C@H]1O)O)C(=O)NC([O-])=O